6-((1S,6S)-6-aminocyclohex-3-en-1-yl)-N-benzyl-2-chloro-5-(difluoromethyl)-7-methyl-5H-pyrrolo[3,2-d]pyrimidin-4-amine N[C@H]1CC=CC[C@@H]1C1=C(C=2N=C(N=C(C2N1C(F)F)NCC1=CC=CC=C1)Cl)C